5-(4-fluoro-2-methylphenyl)-N-[3-fluoro-4-[(7-prop-1-en-2-yl-1,5-naphthyridin-4-yl)oxy]phenyl]-4-hydroxy-6-methylpyridine-3-carboxamide FC1=CC(=C(C=C1)C=1C(=C(C=NC1C)C(=O)NC1=CC(=C(C=C1)OC1=CC=NC2=CC(=CN=C12)C(=C)C)F)O)C